N-((1s,3s)-3-((5-(thiazol-2-yl)-1H-pyrrolo[2,3-b]pyridin-4-yl)amino)cyclobutyl)propane-1-sulfonamide S1C(=NC=C1)C=1C(=C2C(=NC1)NC=C2)NC2CC(C2)NS(=O)(=O)CCC